2,6-dimethoxy-4-[7-(1H-pyrazol-4-yl)imidazo[1,2-a]pyridin-3-yl]-N-[(1R)-2,2,2-trifluoro-1-methyl-ethyl]benzamide COC1=C(C(=O)N[C@@H](C(F)(F)F)C)C(=CC(=C1)C1=CN=C2N1C=CC(=C2)C=2C=NNC2)OC